OC1=C(C=C(C=C1)CCC(C=CCCCCCCC)=O)OC 1-(4-Hydroxy-3-methoxyphenyl)dodec-4-en-3-one